(R)-4-((4-([1,2,4]triazolo[1,5-c]pyrimidin-7-yloxy)-3-methylphenyl)amino)-5-((3,3-difluoro-1-methylpiperidin-4-yl)oxy)-6-methoxyquinoline-3-carbonitrile N=1C=NN2C=NC(=CC21)OC2=C(C=C(C=C2)NC2=C(C=NC1=CC=C(C(=C21)O[C@H]2C(CN(CC2)C)(F)F)OC)C#N)C